ClC=1C(=NC(=C(C(=O)O)C1)NC1=C(C=C(C=C1)F)C)Cl 5,6-dichloro-2-((4-fluoro-2-methylphenyl)amino)nicotinic acid